C(=O)(OC(C)(C)C)N1[C@@H](CCC1)C(=O)N Boc-L-prolinamide